1,1,4,4-tetrakis(3,5-dichloro-4-hydroxyphenyl)butane ClC=1C=C(C=C(C1O)Cl)C(CCC(C1=CC(=C(C(=C1)Cl)O)Cl)C1=CC(=C(C(=C1)Cl)O)Cl)C1=CC(=C(C(=C1)Cl)O)Cl